The molecule is the sodium salt of a carbohydrate lactone formed from alpha-Kdo-(2->8)-alpha-Kdo-OAll by lactone formation between the carboxy group of the non-reducing alpha-Kdo residue and O-7 of the alpha-Kdo-OAll residue. It contains an alpha-Kdo-(2->8)-alpha-Kdo-OAll(1-) II(1),I(7)-lactone. C=CCO[C@@]1(C[C@H]([C@H]([C@H](O1)[C@H]2CO[C@@]3(C[C@H]([C@H]([C@H](O3)[C@@H](CO)O)O)O)C(=O)O2)O)O)C(=O)[O-].[Na+]